OC1=C(C=C(C=C1)C=CC(CCC=CC1=CC(=C(C=C1)O)OC)=O)OC 1,7-bis(4-hydroxy-3-methoxyphenyl)-1,6-heptadien-3-one